8-((3-hydroxyl-oxetane-3-yl)ethynyl)-1-oxo-2-phenyl-1,2-Dihydroisoquinoline OC1(COC1)C#CC=1C=CC=C2C=CN(C(C12)=O)C1=CC=CC=C1